2,2'-azino-bis(3-ethylbenzothiazolidine-6-sulphonic acid) N(N=C1SC2=C(N1CC)C=CC(=C2)S(=O)(=O)O)=C2SC1=C(N2CC)C=CC(=C1)S(=O)(=O)O